O1C(=NC2=C1C=CC=C2)C=2N=C(N(C(C2O)=O)C)N2C(C1=CC=CC=C1CC2)C=2C=C(C(=O)O)C=CC2 3-{2-[4-(1,3-benzoxazol-2-yl)-5-hydroxy-1-methyl-6-oxo-1,6-dihydropyrimidin-2-yl]-1,2,3,4-tetrahydroisoquinolin-1-yl}benzoic acid